1-(5Z,8Z,11Z,14Z-eicosatetraenoyl)-2-eicosanoyl-glycero-3-phosphocholine CCCCCCCCCCCCCCCCCCCC(=O)O[C@H](COC(=O)CCC/C=C\C/C=C\C/C=C\C/C=C\CCCCC)COP(=O)([O-])OCC[N+](C)(C)C